FC1=CC=C(C(=O)NC(C)(C)C=2N=C3C4C(CN(C3=CC2)C(=O)OC(C)(C)C)C4)C=C1 tert-butyl 2-(2-(4-fluorobenzamido)propan-2-yl)-6,6a,7,7a-tetrahydro-5H-cyclopropa[c]-[1,5]naphthyridine-5-carboxylate